CC(CC(CCCCCC)=O)=O 2,4-Decandion